bis[2-hydroxy-5-methyl-3-(benzotriazole-2-yl)phenyl]methane OC1=C(C=C(C=C1N1N=C2C(=N1)C=CC=C2)C)CC2=C(C(=CC(=C2)C)N2N=C1C(=N2)C=CC=C1)O